OC1CCC(CC1)OC1=CC=C(C=C1)SC1=CC=C(C=C1)OC1CCC(CC1)O bis-[4-(4-hydroxycyclohexyloxy) phenyl] sulfide